C(#N)C=1C=CC(=NC1)N1C2CN(CC1CC2)C(CCNC(OC(C)(C)C)=O)=O tert-butyl (3-(8-(5-cyanopyridin-2-yl)-3,8-diazabicyclo[3.2.1]octan-3-yl)-3-oxopropyl)carbamate